monohexyl phosphate monosodium salt [Na+].P(=O)(OCCCCCC)([O-])O